methyl (2S)-2-azido-3-methylbutanoate N(=[N+]=[N-])[C@H](C(=O)OC)C(C)C